C(C)(C)(C)OC(=O)N[C@H](C(=O)OC(C)(C)C)CCCN1CCCC1 tert-Butyl (S)-2-((tert-butoxycarbonyl)amino)-5-(pyrrolidin-1-yl)pentanoate